O[C@@H]1C[C@@H](CC[C@H]1C)NC1=NC(=NC=C1C(=O)N)NC1CCC(CC1)OC 4-((1r,3r,4r)-3-hydroxy-4-methylcyclohexylamino)-2-((1r,4r)-4-methoxycyclohexylamino)pyrimidine-5-carboxamide